FC1(CC(C1)N)F 3,3-difluorocyclobutane-1-amine